CS(=O)(=O)O[C@@H]1CN(CCC1)C(=O)OC(C)(C)C tert-butyl (S)-3-methylsulfonyloxypiperidine-1-carboxylate